ClC1=CC=C(C=C1)C1N(CN(C1)C1=CC=CC=C1)C1=CC=C(C=C1)OC 4-(4-chlorophenyl)-3-(4-methoxyphenyl)-1-phenylimidazolidine